S1C(NCC1)=S thiazolidine-2-thione